BrC=1C=C(C=2N(C1)N=CC2C#N)C=2C=NC(=CC2)N2CC1N(C(C2)C1)C([2H])([2H])C=1C=NC(=CC1)OC 6-bromo-4-(6-(6-((6-methoxypyridin-3-yl)methyl-d2)-3,6-diazabicyclo[3.1.1]heptan-3-yl)pyridin-3-yl)pyrazolo[1,5-a]pyridine-3-carbonitrile